CC1(OB(OC1(C)C)/C=C/CCCC(=O)OC)C Methyl (E)-6-(4,4,5,5-tetramethyl-1,3,2-dioxaborolan-2-yl)hex-5-enoate